ClC1=CC=C(N=N1)OC1C(N2CCC1CC2)CC=2C=NC=CC2 3-(6-chloropyridazin-3-yl)oxy-2-(3-pyridylmethyl)quinuclidine